ClC=1C(=NC(=C(C1)C(F)(F)F)Cl)C1=NC(=C(C=C1)Cl)C(=O)O 3',5,6'-Trichloro-5'-(trifluoromethyl)-[2,2'-bipyridine]-6-carboxylic acid